C(CCC)N(C(O)=O)C1=CC(=CC=C1)C1(COC1)CC1=NN=CN1C.N1CC(C1)OC1=NC=CC2=C(C=C(C=C12)NC(CC1=C(C=CC=C1)Cl)=O)S(N)(=O)=O N-(1-(azetidin-3-yloxy)-5-sulfamoylisoquinolin-7-yl)-2-(2-chlorophenyl)acetamide butyl-(3-{3-[(4-methyl-4H-1,2,4-triazol-3-yl)methyl]oxetan-3-yl}phenyl)carbamate